3-[[3-(trifluoromethyl)cyclobutyl]methyl]urea FC(C1CC(C1)CNC(N)=O)(F)F